Cyclopropyl-2-[6-[2-fluoro-3-(trifluoromethyl)phenyl]pyrazolo[4,3-b]pyridin-1-yl]ethanone C1(CC1)C(CN1N=CC2=NC=C(C=C21)C2=C(C(=CC=C2)C(F)(F)F)F)=O